(3R,5S)-1-[3-formyl-6-[6-[(6-methylpyridazin-3-yl)amino]benzimidazol-1-yl]-2-pyridyl]-5-methyl-pyrrolidine-3-carbonitrile C(=O)C=1C(=NC(=CC1)N1C=NC2=C1C=C(C=C2)NC=2N=NC(=CC2)C)N2C[C@@H](C[C@@H]2C)C#N